Tert-butyl 2-({3-chloro-7H-pyrrolo[2,3-c]pyridazin-7-yl}methyl)pyrrolidine-1-carboxylate ClC1=CC2=C(N=N1)N(C=C2)CC2N(CCC2)C(=O)OC(C)(C)C